6-((benzyloxy)methyl)dihydro-2H-pyran-3(4H)-one C(C1=CC=CC=C1)OCC1CCC(CO1)=O